C(C)(C)(C)OC(=O)N1CC(CC1)OS(=O)(=O)C1=CC=C(C)C=C1 3-(tosyloxy)pyrrolidine-1-carboxylic acid tert-butyl ester